CC1(C2CCC1(C(=O)C2=O)C)C The molecule is a bornane monoterpenoid that is bicyclo[2.2.1]heptane substituted by methyl groups at positions 1, 7 and 7 and oxo groups at positions 2 and 3. It is a bornane monoterpenoid and a carbobicyclic compound.